(E)-9-Hexadecen-1-ol C(CCCCCCC\C=C\CCCCCC)O